[N+](=O)([O-])C1=CC(=CC=2OCC(NC21)CCN=S2(CCOCC2)=O)S(=O)(=O)NC(C2=CC=CC=C2)=O N-((5-nitro-3-(2-((4-oxido-1,4λ6-oxathian-4-ylidene)amino)ethyl)-3,4-dihydro-2H-benzo[b][1,4]oxazin-7-yl)sulfonyl)benzamide